4-[4-(azidomethyl)piperidin-1-yl]-2-(2,6-dioxopiperidin-3-yl)-2,3-dihydro-1H-isoindole-1,3-dione N(=[N+]=[N-])CC1CCN(CC1)C1=C2C(N(C(C2=CC=C1)=O)C1C(NC(CC1)=O)=O)=O